7,7'-bis(4-(4-propylcyclohexyl)phenyl)-[1,1'-binaphthyl] C(CC)C1CCC(CC1)C1=CC=C(C=C1)C1=CC=C2C=CC=C(C2=C1)C1=CC=CC2=CC=C(C=C12)C1=CC=C(C=C1)C1CCC(CC1)CCC